3-((6-chloro-1,2,4,5-tetrazin-3-yl)amino)piperidine-1-carboxylate ClC1=NN=C(N=N1)NC1CN(CCC1)C(=O)[O-]